3-((4-(3-((2,6-dioxopiperidin-3-yl)amino)benzoyl)piperazin-1-yl)methyl)azetidin O=C1NC(CCC1NC=1C=C(C(=O)N2CCN(CC2)CC2CNC2)C=CC1)=O